(2,2,2-trifluoroethyl) phenylcarbamate C1(=CC=CC=C1)NC(OCC(F)(F)F)=O